CN(CCCN1CN(CN(C1)CCCN(C)C)CCCN(C)C)C N,N',N''-tris(3-dimethylaminopropyl)-hexahydro-s-triazine